BrC1=NN(C=N1)CC=1N(C(=NC1)[N+](=O)[O-])C 3-bromo-1-[(3-methyl-2-nitro-imidazol-4-yl)methyl]-1,2,4-triazole